dihydroxy-2-(hydroxymethyl)propanesulfonic acid OC(C(C)CO)(S(=O)(=O)O)O